3-(1',2'-dihydrospiro[cyclopropane-1,3'-pyrrolo[2,3-b]pyridin]-5'-yl)-2-fluoro-N-methyl-N-(1-methyl-1H-pyrazol-4-yl)benzamide N1CC2(C=3C1=NC=C(C3)C=3C(=C(C(=O)N(C=1C=NN(C1)C)C)C=CC3)F)CC2